BrC=1C=C2C(=CC1)C(N(CC21CC1)CC(=O)NC1=NC=C2C(=N1)NN=C2C(F)(F)F)=O 2-(6-bromo-1-oxospiro[3H-isoquinoline-4,1'-cyclopropane]-2-yl)-N-[3-(trifluoromethyl)-1H-pyrazolo[3,4-d]pyrimidin-6-yl]acetamide